N-(4-((4-borono-3-fluorobenzamido)methyl)benzyl)-N-(4-borono-3-fluorobenzoyl)glycine B(O)(O)C1=C(C=C(C(=O)NCC2=CC=C(CN(CC(=O)O)C(C3=CC(=C(C=C3)B(O)O)F)=O)C=C2)C=C1)F